C(C)C1=NC=2C(=NC(=CC2C)C)N1CC=1C=CC(=NC1)C1=C(SC(=C1)C1=C(C=CC=C1)C)S(=O)(=O)NC(OCCCC)=O Butyl (3-(5-((2-ethyl-5,7-dimethyl-3H-imidazo[4,5-b]pyridin-3-yl)methyl)pyridin-2-yl)-5-(o-tolyl)thiophen-2-yl)sulfonylcarbamate